NC1=C2C(=NC=N1)N(N=C2C2=CC=C(C=C2)OC2=CC=CC=C2)C2CCN(CC2)C=2C=NC(=NC2)N2CC1(C2)CCN(CC1)C(=O)[O-] 2-[5-[4-[4-amino-3-(4-phenoxyphenyl)pyrazolo[3,4-d]pyrimidin-1-yl]-1-piperidyl]pyrimidin-2-yl]-2,7-diazaspiro[3.5]nonane-7-carboxylate